COC1=C(C=CC=C1)[S@](=O)(=N)C (S)-S-(2-methoxyphenyl)-S-methylsulfoximine